OC1(C[C@@H]2[C@@H](CN(C2)CC(O)C2=CC=C(C=N2)O)C1)CC1=CC=C(C=C1)C(F)(F)F rac-6-{2-[(3aR,5R,6aS)-5-hydroxy-5-{[4-(trifluoromethyl)phenyl]methyl}-octahydrocyclopenta[c]pyrrol-2-yl]-1-hydroxyethyl}pyridin-3-ol